quinazolin-2-one N1C(N=CC2=CC=CC=C12)=O